6,7-bis(2-methoxyethoxy)-4-quinazolinone COCCOC=1C=C2C(NC=NC2=CC1OCCOC)=O